BrC1=CC(=C(OCC(=O)NC2CN(C2)C(CC)=O)C=C1)C(=O)N1CC(=CC1)C1=CC=CC=C1 2-(4-bromo-2-(3-phenyl-2,5-dihydro-1H-pyrrole-1-carbonyl)phenoxy)-N-(1-propionylazetidin-3-yl)acetamide